(+)-6-methoxy-alpha-methyl-2-naphthylmethyl-phosphoric acid COC=1C=C2C=CC(=C(C2=CC1)C)COP(O)(O)=O